ClC=1C=C(C=C(C1)S(=O)(=O)C)NC(=O)C1=CN(C(=C1)C1=NC=CC=N1)C N-(3-chloro-5-(methylsulfonyl)phenyl)-1-methyl-5-(pyrimidin-2-yl)-1H-pyrrole-3-carboxamide